(R)-(3-(chlorosulfonyl)-6,7-dihydro-5H-pyrazolo[5,1-b][1,3]oxazin-6-yl)(methyl)carbamic acid tert-butyl ester C(C)(C)(C)OC(N(C)[C@@H]1CN2C(OC1)=C(C=N2)S(=O)(=O)Cl)=O